ClC1=C(N(C)C)C=CC=C1[N+](=O)[O-] 2-chloro-N,N-dimethyl-3-nitroaniline